ClC1=CC=C(C=C1)C1=C(C=C(C=C1)C=O)CN1CCN(CC1)C1=CC=C(C(=O)OC)C=C1 Methyl 4-(4-((4'-chloro-4-formyl-[1,1'-biphenyl]-2-yl)methyl)piperazin-1-yl)benzoate